1-((5-Chloro-3-(5-methoxypyridin-2-yl)-1-methyl-1H-pyrazol-4-yl)methyl)-N-(3,3-dimethylbutyl)azepan-3-amine ClC1=C(C(=NN1C)C1=NC=C(C=C1)OC)CN1CC(CCCC1)NCCC(C)(C)C